N-ethyl-N-(5-fluoro-2-((4-(7-(((1r,4r)-4-(methylsulfonamido)cyclohexyl)methyl)-2,7-diazaspiro[3.5]nonan-2-yl)pyrimidin-5-yl)oxy)phenyl)isobutyramide C(C)N(C(C(C)C)=O)C1=C(C=CC(=C1)F)OC=1C(=NC=NC1)N1CC2(C1)CCN(CC2)CC2CCC(CC2)NS(=O)(=O)C